3-[4-(2-aminopyrimidin-5-yl)triazol-1-yl]-4-methyl-N-[4-[(4-methylpiperazin-1-yl)methyl]-3-(trifluoromethyl)phenyl]benzamide NC1=NC=C(C=N1)C=1N=NN(C1)C=1C=C(C(=O)NC2=CC(=C(C=C2)CN2CCN(CC2)C)C(F)(F)F)C=CC1C